((6-(Difluoromethoxy)-2-(2,2'-dimethyl-3'-(4-methyl-5-(pyrrolidin-1-ylmethyl)oxazol-2-yl)-[1,1'-biphenyl]-3-yl)benzo[d]oxazol-5-yl)methyl)-L-proline FC(OC1=CC2=C(N=C(O2)C=2C(=C(C=CC2)C2=C(C(=CC=C2)C=2OC(=C(N2)C)CN2CCCC2)C)C)C=C1CN1[C@@H](CCC1)C(=O)O)F